5-(2-ethoxy-3-pyridinyl)-1-propyl-N-[tetrahydrofuran-3-yl]Pyrazolo[4,3-b]Pyridin-7-amine C(C)OC1=NC=CC=C1C1=CC(=C2C(=N1)C=NN2CCC)NC2COCC2